(E)-3-(Isoxazol-3-ylcarbamoyl)-acrylic acid ethyl ester C(C)OC(\C=C\C(NC1=NOC=C1)=O)=O